FC1=CC=C(C=C1)C(CN1CCC(CC1)CNC)=O 1-(4-fluorophenyl)-2-{4-[(methylamino)methyl]piperidin-1-yl}ethanone